CC1=CN=C2N1C=C(C=N2)C=2C=CN1N=C(N=CC12)NC1CC2(COC2)C1 5-(3-methylimidazo[1,2-a]pyrimidin-6-yl)-N-(2-oxaspiro[3.3]heptan-6-yl)pyrrolo[2,1-f][1,2,4]triazin-2-amine